ClC1=CC=2C(=C3CC(CCN3C2N=C1)N1C(C(CC1)OCC1NCC1)=O)C 2-(((1-(3-chloro-5-methyl-6,7,8,9-tetrahydropyrido[3,2-b]indolizin-7-yl)-2-oxopyrrolidin-3-yl)oxy)methyl)azetidin